(E)-2-(3-bromoprop-1-en-1-yl)naphthalene BrC/C=C/C1=CC2=CC=CC=C2C=C1